ClC=1C=NC(=NC1)N1CCC(CC1)CCCO 3-[1-(5-chloropyrimidin-2-yl)-4-piperidinyl]propan-1-ol